CS(=O)(=O)OCCCCNC(=O)C1CCN(CC1)C(=O)OC(C)(C)C tert-Butyl 4-((4-((methylsulfonyl)oxy)butyl)carbamoyl)piperidine-1-carboxylate